C(C1=CC=CC=C1)N[C@@H]1C[C@@H](N(CC1)C(C(=O)NC=1C=C(C(=NC1)NC(OC(C)(C)C)=O)C)=O)C1=CC=CC=C1 tert-butyl N-[5-[[2-[(2R,4S)-4-(Benzylamino)-2-phenyl-1-piperidyl]-2-oxo-acetyl]amino]-3-methyl-2-pyridyl]carbamate